C(O)C(C)(CO)NC(C(C(C(C(C(C(F)(F)F)(F)F)(F)F)(F)F)(F)F)(F)F)=O N-(1,1-dimethylolethyl)perfluoroheptanamide